1-[3-[[7-(2-amino-7-fluoro-1,3-benzothiazol-4-yl)-6-chloro-8-fluoro-quinazolin-4-yl]amino]azetidin-1-yl]-2-chloro-propan-1-one NC=1SC2=C(N1)C(=CC=C2F)C2=C(C=C1C(=NC=NC1=C2F)NC2CN(C2)C(C(C)Cl)=O)Cl